1-cyclopropyl-5-(4,4,5,5-tetramethyl-1,3,2-dioxaborolan-2-yl)-1H-indole C1(CC1)N1C=CC2=CC(=CC=C12)B1OC(C(O1)(C)C)(C)C